nickel lithium cobalt manganese [Mn].[Co].[Li].[Ni]